N-[3-chloro-1-(3-pyridinyl)-1H-pyrazol-4-yl]-N-ethyl-3-[(3,3,3-trifluoropropyl)thio]-propanamide ClC1=NN(C=C1N(C(CCSCCC(F)(F)F)=O)CC)C=1C=NC=CC1